C(CCCCCCCC)[O-] n-nonanolate